((1-(8-methoxyquinazolin-4-yl)piperidin-4-yl)ethan-2-yl)phosphonic acid COC=1C=CC=C2C(=NC=NC12)N1CCC(CC1)C(C)P(O)(O)=O